2-(4-bromo-phenyl)-4-fluoro-2H-pyrazole-3-carboxylic acid ethyl ester C(C)OC(=O)C=1N(N=CC1F)C1=CC=C(C=C1)Br